[Si](C)(C)(C(C)(C)C)OCC1C2C3CCC(CN2C(O1)=O)N3C(=O)OC(C)(C)C tert-butyl 3-[[tert-butyl(dimethyl)silyl]oxymethyl]-5-oxo-4-oxa-6,11-diazatricyclo[6.2.1.02,6]undecane-11-carboxylate